C12(CC3CC(CC(C1)C3)C2)C2=C(C(=CC(=C2)C)C(=C(C)C)C2C3=CC(=CC=C3C3C=CC(=CC23)C(C)(C)C)C(C)(C)C)O 2-(1-Adamantyl)-4-methyl-6-[1-(2,7-di-tert-butyl-9,9a-dihydro-4aH-fluoren-9-yl)-2-methylprop-1-en-1-yl]phenol